tris-(4-hydroxyphenyl)ethane OC1=CC=C(C=C1)C(C)(C1=CC=C(C=C1)O)C1=CC=C(C=C1)O